(E)-4-(4-((4-methylhepta-3,6-dien-1-yl)oxy)phenyl)butan-2-one C\C(=C/CCOC1=CC=C(C=C1)CCC(C)=O)\CC=C